C(C)(C)(C)OCC(=O)NC1=NN(C(=C1C1CCC1)C1=CC=C(C=C1)F)C 2-(tert-butoxy)-N-(4-cyclobutyl-5-(4-fluorophenyl)-1-methyl-1H-pyrazol-3-yl)acetamide